5-Bromo-4-(isoxazol-3-yl)-1-(4-methoxybenzyl)-1,3-dihydro-2H-benzo[b]azepin-2-one BrC=1C2=C(N(C(CC1C1=NOC=C1)=O)CC1=CC=C(C=C1)OC)C=CC=C2